((1S,2S)-2-(2,6-difluorophenyl)cyclopropyl)-4,4,5,5-tetramethyl-1,3,2-dioxaborolane FC1=C(C(=CC=C1)F)[C@@H]1[C@H](C1)B1OC(C(O1)(C)C)(C)C